C[C@](CO)([C@@H](COP(=O)(O)OP(=O)(O)OC[C@@H]1[C@H]([C@H]([C@@H](O1)N2C=CC(=NC2=O)N)O)O)O)O The molecule is a nucleotide-alditol, an alditol 4-phosphate and a tetritol phosphate. It has a role as an Escherichia coli metabolite. It is a conjugate acid of a 4-CDP-2-C-methyl-D-erythritol(2-).